1-(6-methoxypyridin-3-yl)-4,4-dimethyl-2-(1H-1,2,4-triazol-1-yl)pentan-3-ol COC1=CC=C(C=N1)CC(C(C(C)(C)C)O)N1N=CN=C1